FC=1C=C2C(CCC2=CC1)=O 5-fluoro-3-oxo-2,3-dihydro-1H-inden